OC1=NC(=NC=C1C(=O)NCC(=O)O)NC(C1=CC=C(C=C1)OC)=O 2-(4-hydroxy-2-(4-methoxybenzamido)pyrimidine-5-carboxamido)acetic acid